OCC(CSCCS)(CSCCS)CSCCS Hydroxymethyl-tris(mercaptoethylthiomethyl)methane